FC=1C=C(C=CC1OCCC)C1=CC(=CN=N1)C(=O)NCC=1C(=NC=CC1)N1CCOCC1 6-(3-fluoro-4-propoxy-phenyl)-N-[(2-morpholino-3-pyridinyl)methyl]pyridazine-4-carboxamide